OC#CC=O 3-hydroxypropynoaldehyde